C(C)(C)(C)OC(=O)N1CCC2(C[C@@H](N(C2=O)C)CCN2CCN(CC2)C2=CC(=CC=C2)Cl)CC1 (R)-3-(2-(4-(3-chlorophenyl)piperazin-1-yl)ethyl)-2-methyl-1-oxo-2,8-diazaspiro[4.5]decane-8-carboxylic acid tert-butyl ester